4-isobutyl-2-(4-((5-(trifluoromethyl)pyridin-2-yl)methyl)piperazin-1-yl)benzonitrile C(C(C)C)C1=CC(=C(C#N)C=C1)N1CCN(CC1)CC1=NC=C(C=C1)C(F)(F)F